(4-chloro-3-{4-[6-(cyclopropylmethoxy)pyridin-3-yl]-6-oxo-1,6-dihydropyrimidin-2-yl}benzyl)propionamide ClC1=C(C=C(CC(C(=O)N)C)C=C1)C=1NC(C=C(N1)C=1C=NC(=CC1)OCC1CC1)=O